(R)-N-(7-chloro-6-(1-((3S,4S)-4-hydroxy-3-methyltetrahydrofuran-3-yl)piperazin-4-yl)isoquinolin-3-yl)-2,2-dimethyltetrahydrofuran-3-carboxamide ClC1=C(C=C2C=C(N=CC2=C1)NC(=O)[C@H]1C(OCC1)(C)C)N1CCN(CC1)[C@]1(COC[C@H]1O)C